COC=1C=CC(=C(C1)CS(=O)(=O)N)OC1=CC=CC=C1 (5-methoxy-2-phenoxyphenyl)methanesulfonamide